ClC=1C=C2C(=CC1)NC(C21CCN(CC1)CCOC1=CC2=CN(N=C2C(=C1)C(F)(F)F)C1CC(C1)(C)O)=O 5-chloro-1'-(2-{[2-(3-hydroxy-3-methylcyclobutyl)-7-(trifluoromethyl)-2H-indazol-5-yl]oxy}ethyl)-1,2-dihydrospiro[indole-3,4'-piperidin]-2-one